7-((1S,6S)-2,5-diazabicyclo[4.2.0]octan-2-yl)-2-bromo-6-ethyl-3-methylpyrido[2,3-b]pyrazin-8(5H)-one trifluoroacetate FC(C(=O)O)(F)F.[C@H]12N(CCN[C@H]2CC1)C=1C(C=2C(=NC(=C(N2)Br)C)NC1CC)=O